tert-butyl 3-(5-(3-(1-(o-tolyl)cyclopropyl)-1,2,4-oxadiazol-5-yl)-3-(trifluoromethyl)-1H-pyrazol-1-yl)propanoate C1(=C(C=CC=C1)C1(CC1)C1=NOC(=N1)C1=CC(=NN1CCC(=O)OC(C)(C)C)C(F)(F)F)C